CC1=NC2=C(N1CC1=CC(=CC=C1)Cl)C=C(C=C2NS(=O)(=O)CC)C=2C1=C(C(N(C2)C)=O)NC=C1 N-(2-methyl-6-(6-methyl-7-oxo-6,7-dihydro-1H-pyrrolo[2,3-c]pyridin-4-yl)-1-(3-chlorobenzyl)-1H-benzo[d]imidazol-4-yl)ethanesulfonamide